FC1=CC(=CC2=CN(N=C12)C)C1=CC2=C(N(N=C2)C2CN(C2)C(=O)OC(C)(C)C)S1 tert-butyl 3-[5-(7-fluoro-2-methylindazol-5-yl) thieno[2,3-c]pyrazol-1-yl]azetidine-1-carboxylate